(dl)-2,4,6-trimethylbenzoylphenyl phosphinate [PH2](OC1=C(C=CC=C1)C(C1=C(C=C(C=C1C)C)C)=O)=O